(2S,3R,E)-2-aminopentadec-4-ene-1,3-diol N[C@@H](CO)[C@@H](\C=C\CCCCCCCCCC)O